OCCCC(=O)[O-].[K+] potassium γ-hydroxybutanoate salt